C1(=CC=C(C=C1)C1=NNC=C1)C1=CC=CC=C1 3-([1,1'-biphenyl]-4-yl)-1H-pyrazole